ClC1=C2NC=3C=C(C=CC3C(C2=CC=C1)(C)C)OC 5-chloro-3-methoxy-9,9-dimethyl-9,10-dihydroacridine